CN[C@@H](C)C1=CC=NC=C1 (1S)-N-methyl-1-(4-pyridyl)ethanamine